C1(CC1)CCOC=1C(N2C3=C(C(=C(C(=C3C1)F)N1S(N=CC1=O)(=O)=O)O)CC2)=O (5-(2-cyclopropylethoxy)-7-fluoro-9-hydroxy-4-oxo-1,2-dihydro-4H-pyrrolo[3,2,1-ij]quinolin-8-yl)-1,2,5-thiadiazolin-3-one 1,1-dioxide